C(C)(C)(C)C=1C=C(C=C(C1O)C(C)(C)C)NC(OCCCCCCCC)=O octyl N-(3,5-di-tert-butyl-4-hydroxyphenyl)carbamate